ClC=1C=C(C=C(C1F)Cl)[C@@]1(CC(=NO1)C1=CC(=C(C(=O)O)C=C1)C)C(F)(F)F (S)-4-(5-(3,5-dichloro-4-fluorophenyl)-5-(trifluoromethyl)-4,5-dihydroisoxazol-3-yl)-2-methylbenzoic acid